lithium 2,2'-bipyridine-4,4'-dicarboxylic acid N1=C(C=C(C=C1)C(=O)O)C1=NC=CC(=C1)C(=O)O.[Li]